4-(methoxymethyl)-piperidine COCC1CCNCC1